1-(7-(8-ethyl-7-fluoro-3-(methoxymethoxy)naphthalen-1-yl)-8-fluoro-2-(((2R,7aS)-2-fluorotetrahydro-1H-pyrrolizin-7a(5H)-yl)methoxy)pyrido[4,3-d]pyrimidin-4-yl)azepan-4-amine C(C)C=1C(=CC=C2C=C(C=C(C12)C1=C(C=2N=C(N=C(C2C=N1)N1CCC(CCC1)N)OC[C@]12CCCN2C[C@@H](C1)F)F)OCOC)F